N,N',N''-((methylsilanetriyl)tris(propane-3,1-diyl))tris(1,1,1-trifluoro-N-((trifluoromethyl)sulfonyl)methanesulfonamide) C[Si](CCCN(S(=O)(=O)C(F)(F)F)S(=O)(=O)C(F)(F)F)(CCCN(S(=O)(=O)C(F)(F)F)S(=O)(=O)C(F)(F)F)CCCN(S(=O)(=O)C(F)(F)F)S(=O)(=O)C(F)(F)F